o-vanillin-pyrazinamide salt N1=C(C=NC=C1)C(=O)N.O=CC1=C(O)C(OC)=CC=C1